(R)-N-(1-(2-chloro-6-methylphenyl)-1,4,5,7-tetrahydropyrano[3,4-c]pyrazol-4-yl)-4,5,6,7-tetrahydrobenzo[d]isoxazole-3-carboxamide ClC1=C(C(=CC=C1)C)N1N=CC2=C1COC[C@@H]2NC(=O)C2=NOC1=C2CCCC1